C12N(CC(C1)C2)C(=O)C2=CC=C(C=C2)C2=C(N(C=1N=CN=C(C12)N)C)C1=CC=C(C=C1)NC(C(=C)C)=O N-(4-(5-(4-(2-azabicyclo[2.1.1]hexane-2-carbonyl)phenyl)-4-amino-7-methyl-7H-pyrrolo[2,3-d]pyrimidin-6-yl)phenyl)methacrylamide